2,3,4,6-tetramethylaniline CC1=C(N)C(=CC(=C1C)C)C